The molecule is a methanesulfonate (mesylate) salt prepared from equimolar amounts of (R)-tetrindole and methanesulfonic acid. It contains a (R)-tetrindole(1+). It is an enantiomer of a (S)-tetrindole mesylate. CS(=O)(=O)O.C1CCC(CC1)C2=CC3=C(C=C2)N4CCN[C@H]5C4=C3CCC5